C(=O)O.N1C[C@H](CC1)CNC(=O)C1=CC2=C(N3C(S2)=NC(=C3)C3=CC=C(C=C3)C)C=C1 (S)-N-(pyrrolidin-3-ylmethyl)-2-(p-tolyl)benzo[d]imidazo[2,1-b]thiazole-7-carboxamide formate